Ethyl-2,4-dioxobutyrate C(C)OC(C(CC=O)=O)=O